(Z)-3-((1H-indol-2-yl)methylene)-7-fluoro-4-methyl-5-(8-methyl-2,3-dihydro-1H-pyrido[2,3-b][1,4]oxazin-7-yl)indolin-2-one N1C(=CC2=CC=CC=C12)\C=C\1/C(NC2=C(C=C(C(=C12)C)C1=C(C2=C(OCCN2)N=C1)C)F)=O